2-(3-(azetidin-3-yl(4-methyl-4H-1,2,4-triazol-3-yl)methyl)phenyl)-6-(((1-methylcyclobutyl)amino)methyl)-4-(trifluoromethyl)isoindolin-1-one N1CC(C1)C(C=1C=C(C=CC1)N1C(C2=CC(=CC(=C2C1)C(F)(F)F)CNC1(CCC1)C)=O)C1=NN=CN1C